deoxy-Inosine [C@@H]1(C[C@H](O)[C@@H](CO)O1)N1C=NC=2C(O)=NC=NC12